aluminum tris(isopropyl acetoacetate) C(C)(C)CC(CC(=O)[O-])=O.C(C)(C)CC(CC(=O)[O-])=O.C(C)(C)CC(CC(=O)[O-])=O.[Al+3]